N-methyl-adrenaline CN(C)CC(O)C1=CC(O)=C(O)C=C1